FC=1C=C(C=CC1F)/C=C/CCl E-3-(3,4-difluorophenyl)allyl chloride